(1R,3R,5R)-N-((R)-(4-chloro-2,5-difluorophenyl)(3-oxetanyl)methyl)-2-((4-(trifluoromethyl)-2-pyridinyl)carbonyl)-2-azabicyclo[3.1.0]hexane-3-carboxamide ClC1=CC(=C(C=C1F)[C@H](NC(=O)[C@@H]1N([C@@H]2C[C@@H]2C1)C(=O)C1=NC=CC(=C1)C(F)(F)F)C1COC1)F